2-((1S,2S)-2-(3-chlorophenyl)cyclopropyl)-7-(((6-cyclopropylimidazo[1,2-a]pyridin-2-yl)methyl)amino)quinazolin-4(1H)-one ClC=1C=C(C=CC1)[C@@H]1[C@H](C1)C=1NC2=CC(=CC=C2C(N1)=O)NCC=1N=C2N(C=C(C=C2)C2CC2)C1